(Z)-benzyl ((E)-4-trideuteriomethyl-16-cyclopropyl-2,7-dioxo-1-oxa-4,6-diazacyclohexadec-11-en-5-ylidene)carbamate [2H]C(N\1CC(OC(CCC/C=C/CCCC(N/C1=N/C(OCC1=CC=CC=C1)=O)=O)C1CC1)=O)([2H])[2H]